2-amino-9-((2r,3s,4r,5r)-4-fluoro-3-hydroxy-5-((S)-1-hydroxypropyl)tetrahydrofuran-2-yl)-7-((R)-2-hydroxypropyl)-7,9-dihydro-1H-purine-6,8-dione NC=1NC(C=2N(C(N(C2N1)[C@@H]1O[C@@H]([C@@H]([C@H]1O)F)[C@H](CC)O)=O)C[C@@H](C)O)=O